C(C#C)CC(=O)Br propargyl-acetyl bromide